METHYL-4-(ISOCYANOMETHYL)-BENZOATE COC(C1=CC=C(C=C1)C[N+]#[C-])=O